C(C1=CC=CC=C1)N1C(=C(C2=CC=C(C=C12)OC)C=O)C(=O)O 1-BENZYL-3-FORMYL-6-METHOXY-1H-INDOLE-2-CARBOXYLIC ACID